6-methoxy-9,9-dimethyl-2-((4-phenylpiperazin-1-yl)methyl)-9,10-dihydroacridine COC=1C=C2NC=3C=CC(=CC3C(C2=CC1)(C)C)CN1CCN(CC1)C1=CC=CC=C1